5-{[(3R)-2-oxo-azepan-3-yl]amino}-2-(1H-pyrazol-4-yl)[1,2,4]triazolo[1,5-c]quinazoline-7-carbonitrile O=C1NCCCC[C@H]1NC1=NC2=C(C=CC=C2C=2N1N=C(N2)C=2C=NNC2)C#N